3-[8-[(1R)-1-[(6-Chloro-3-pyridyl)amino]ethyl]-3,6-dimethyl-4-oxo-chromen-2-yl]benzonitrile ClC1=CC=C(C=N1)N[C@H](C)C=1C=C(C=C2C(C(=C(OC12)C=1C=C(C#N)C=CC1)C)=O)C